C(C=C)(=O)N1C(CN(CC1)C1=NC(=NC2=C(C(=C(C=C12)Cl)C=1C(=CC=C2C=NNC12)C)F)N1CC(C1)N(C)C)CC#N 2-(1-acryloyl-4-(6-chloro-2-(3-(dimethylamino)azetidin-1-yl)-8-fluoro-7-(6-methyl-1H-indazol-7-yl)quinazolin-4-yl)piperazin-2-yl)acetonitrile